C(\C=C/C(=O)OC(CC(C)(C)C)(C)C)(=O)OC(CC(C)(C)C)(C)C di(1,1,3,3-tetramethylbutyl) maleate